FC=1C=C2C(=C(NC2=C(C1)F)C1=CC=C(C=C1)F)CCN(C)C 2-[5,7-difluoro-2-(4-fluorophenyl)-1H-indol-3-yl]-N,N-dimethyl-ethanamine